N-chloro-glycine ClNCC(=O)O